tert-butyl-6-fluoro-3-(4,4,5,5-tetramethyl-1,3,2-dioxaborolan-2-yl)pyrrolo[3,2-b]pyridine C(C)(C)(C)C1=C(C2=NC=C(C=C2N1)F)B1OC(C(O1)(C)C)(C)C